3-Butylheptyl 8-((3-((4-(methylamino)-1-oxido-1,2,5-thiadiazol-3-yl)amino)propyl)(8-oxo-8-((3-pentyloctyl)oxy)octyl)amino)octanoate CNC=1C(=NS(N1)=O)NCCCN(CCCCCCCC(=O)OCCC(CCCC)CCCC)CCCCCCCC(OCCC(CCCCC)CCCCC)=O